5-[6-(1-acetylpiperidin-4-yl)-7-difluoromethyl-3,4-dihydro-2H-quinolin-1-yl]-[1,6]naphthyridine-7-carboxylic acid methylamide CNC(=O)C1=NC(=C2C=CC=NC2=C1)N1CCCC2=CC(=C(C=C12)C(F)F)C1CCN(CC1)C(C)=O